1-(6-(((1-(4-(7-hydroxy-3-phenylchroman-4-yl)phenyl)piperidin-4-yl)(methyl)amino)methyl)pyridin-3-yl)dihydropyrimidine-2,4(1H,3H)-dione OC1=CC=C2C(C(COC2=C1)C1=CC=CC=C1)C1=CC=C(C=C1)N1CCC(CC1)N(C)CC1=CC=C(C=N1)N1C(NC(CC1)=O)=O